2-(1-methyl-1H-tetrazol-5-ylsulfanyl)-5-nitro-N-(4-prop-2-yn-yloxy-phenyl)-benzamide CN1N=NN=C1SC1=C(C(=O)NC2=CC=C(C=C2)OCC#C)C=C(C=C1)[N+](=O)[O-]